(6R)-2,4-diisopropyl-6-methoxypyridin C(C)(C)C1=NC(=CC(=C1)C(C)C)OC